CC1(C(CCC1=O)=O)C#CCC1=CC=C(C=C1)Cl 2-methyl-2-(3-p-chlorophenylpropynyl)-1,3-cyclopentanedione